C(C=C)(=O)N1C[C@@H](CCC1)C1=CN(C=2C(=NNC(C21)=O)N)C2=CC=C(C=C2)OC2=C(C=CC=C2F)F (S)-3-(1-Acryloylpiperidin-3-yl)-7-amino-1-(4-(2,6-difluorophenoxy)phenyl)-1,5-dihydro-4H-pyrrolo[2,3-d]pyridazin-4-on